(R)-3-((4-((1-(3-(difluoromethyl)-2-fluorophenyl)ethyl)amino)-2,10-dimethyl-9,10-dihydro-8H-[1,4]oxazino[2,3-H]quinazolin-6-yl)oxy)azetidine-1-carboxylic acid tert-butyl ester C(C)(C)(C)OC(=O)N1CC(C1)OC=1C=C2C(=NC(=NC2=C2C1OCCN2C)C)N[C@H](C)C2=C(C(=CC=C2)C(F)F)F